[(9R)-1'-(diphenylphosphino)-9,9'-spirobi[9H-fluoren]-1-yl]diphenyl-ruthenium C1(=CC=CC=C1)P(C1=CC=CC=2C3=CC=CC=C3[C@@]3(C4=CC=CC=C4C=4C=CC=C(C34)[Ru](C3=CC=CC=C3)C3=CC=CC=C3)C12)C1=CC=CC=C1